C(CCC(=O)O)(=O)O.C1(CCCC1)N1C(=CC2=C1N=C(N=C2)NC2=NC=C(C=C2)N2CCNCC2)C(=O)N(C)C 7-cyclopentyl-N,N-dimethyl-2-{[5-(piperazin-1-yl)pyridin-2-yl]amino}-7H-pyrrolo[2,3-d]pyrimidin-6-carboxamide succinate